ClC1=C(C=CC(=N1)C(C(=O)OC(C)(C)C)(C)C#N)[N+](=O)[O-] tert-butyl 2-(6-chloro-5-nitropyridin-2-yl)-2-cyanopropionate